C1(CCCCC1)C[C@@H](C(=O)N[C@@H](CC1C(NC2(C1)CCN(CC2)S(=O)(=O)C)=O)C=O)NC(OCC2=CC(=CC=C2)Cl)=O 3-chlorobenzyl ((2S)-3-cyclohexyl-1-(((2S)-1-(8-(methylsulfonyl)-2-oxo-1,8-diazaspiro[4.5]decan-3-yl)-3-oxopropan-2-yl)amino)-1-oxopropan-2-yl)carbamate